FC1=CC=C(C=C1)C1=NN2C(C(OCC2)=O)=C1C1=C2C(=NC=C1)NN=C2 2-(4-fluorophenyl)-3-(1H-pyrazolo[3,4-b]pyridin-4-yl)-6,7-dihydropyrazolo[5,1-c][1,4]oxazin-4-one